FC(C(OC)C1=C(C=CC=C1)C1=CC=CC=C1)(OC)F (2,2-difluoro-1,2-dimethoxyethyl)-1,1'-biphenyl